ClC=1C(=C(C=CC1)C1CN(CC12CCC2)C(=O)C2=CN=CC(N2)=O)F 6-(8-(3-chloro-2-fluorophenyl)-6-azaspiro[3.4]octane-6-carbonyl)pyrazin-2(1H)-one